FC(C1=CC=C(C=C1)N1N=C(C=C1CC(C)C)NC1=C(C(=O)O)C=C(C=N1)C=1SC=CC1)(F)F 2-((1-(4-trifluoromethylphenyl)-5-isobutyl-1H-pyrazol-3-yl)amino)-5-(thiophen-2-yl)nicotinic acid